(3-(5-(2-Methyl-[1,1'-biphenyl]-3-yl)-1,3,4-oxadiazol-2-yl)benzyl)glycine hydrochloride Cl.CC1=C(C=CC=C1C1=NN=C(O1)C=1C=C(CNCC(=O)O)C=CC1)C1=CC=CC=C1